tert-butyl (R)-(1-(2-chloro-3-fluoro-4-(4-((1-methyl-1H-pyrazol-4-yl)amino)-1,3,5-triazin-2-yl)phenyl)ethyl)carbamate ClC1=C(C=CC(=C1F)C1=NC=NC(=N1)NC=1C=NN(C1)C)[C@@H](C)NC(OC(C)(C)C)=O